Ethyl 2-((2-chlorophenethyl)amino)pyrimidine-5-carboxylate ClC1=C(CCNC2=NC=C(C=N2)C(=O)OCC)C=CC=C1